COC1=NC=NC(=C1C=1N=CC2=C(N1)C(=CN2C)CC2=CC=C(C=C2)C=2N(C=C(N2)C(F)(F)F)C)C 2-(4-methoxy-6-methylpyrimidin-5-yl)-5-methyl-7-(4-(1-methyl-4-(trifluoromethyl)-1H-imidazol-2-yl)benzyl)-5H-pyrrolo[3,2-d]pyrimidine